COC=1C=CC=2C3=C(C=NC2N1)N=NN3CC3=CC=C(C=N3)S(=O)(=O)N 6-((7-methoxy-1H-[1,2,3]triazolo[4,5-c][1,8]naphthyridin-1-yl)methyl)pyridine-3-sulfonamide